dimethyl 2-[2-(1-tert-butoxycarbonyl-4-piperidyl)ethyl]propanedioate C(C)(C)(C)OC(=O)N1CCC(CC1)CCC(C(=O)OC)C(=O)OC